OCCOC(C1=C(C=CC=C1)O)=O 2-hydroxyethyl-2-hydroxybenzoate